C[Si](C#CC(CC)=O)(C)C 1-(trimethylsilyl)-1-pentyn-3-one